O=C1NC(CCC1N1C(C2=CC=CC(=C2C1)NCCOCCC(=O)N)=O)=O 3-(2-((2-(2,6-dioxopiperidin-3-yl)-1-oxoisoindolin-4-yl)amino)ethoxy)propionamide